CS(C(S)=S)C.CSC(SC)=S.[N+](=O)([O-])C=1C(=C(C=C(C1F)F)OC)F m-nitrotrifluoro-methoxybenzene dimethyl-trithiocarbonate (dimethyl-trithiocarbonate)